NCCCNCCCN(C)C N'-(3-aminopropyl)-N,N-dimethylpropane-1,3-diamine